(E)-3-(3-Bromo-4-hydroxyphenyl)-1-(4-nitrophenyl)prop-2-en-1-one BrC=1C=C(C=CC1O)/C=C/C(=O)C1=CC=C(C=C1)[N+](=O)[O-]